C1(CC1)C(=O)N1[C@@H](CN(CC1)C1=NC=C(C(=N1)C=1C=NN(C1)C)C#CC(C)C)C 2-[(3R)-4-(cyclopropylcarbonyl)-3-methylpiperazin-1-yl]-5-(3-methylbut-1-yn-1-yl)-4-(1-methyl-1H-pyrazol-4-yl)pyrimidine